6-[6-[5-(6-methyl-2-pyridyl)-1H-imidazol-4-yl]-3-quinolyl]indan-1-amine CC1=CC=CC(=N1)C1=C(N=CN1)C=1C=C2C=C(C=NC2=CC1)C1=CC=C2CCC(C2=C1)N